FC=1C=C(C2=C(C(=C(O2)[C@H](C(F)(F)F)N)C)C1)F (1R)-1-(5,7-difluoro-3-methyl-1-benzofuran-2-yl)-2,2,2-trifluoroethanamine